FC(F)(F)OC(=O)C1=CC=NN1 (trifluoromethyl)-1H-pyrazole-5-carboxylate